N-(chroman-6-yl)acetamide tert-butyl-N-[(1S)-1-[([[2-(4-amino-2-chlorophenyl)ethyl]sulfanyl]-methyl)carbamoyl]-ethyl]carbamate C(C)(C)(C)OC(N[C@@H](C)C(NCSCCC1=C(C=C(C=C1)N)Cl)=O)=O.O1CCCC2=CC(=CC=C12)NC(C)=O